ClC1=NC=CC(=N1)N1C[C@H]2CC[C@@H](C1)N2C(=O)OC(C)(C)C tert-Butyl (1R,5S)-3-(2-Chloropyrimidin-4-yl)-3,8-diazabicyclo[3.2.1]octane-8-carboxylate